ClC=1C(N(C(=CC1OCC1=NC=C(C=C1F)F)C)C1=CC(=NC=C1C)N1N=CC(=C1)C(C)(C)O)=O 3-chloro-4-[(3,5-difluoropyridin-2-yl)methoxy]-2'-[4-(2-hydroxypropan-2-yl)pyrazol-1-yl]-5',6-dimethyl-[1,4'-bipyridin]-2-one